N1(N=CC=C1)C=1C=C(CN(C2=CC(=NC=C2)COCCOCCN2CCOCC2)CC2=CC(=CC=C2)OC)C=CC1 N-(3-(1H-pyrazol-1-yl)benzyl)-N-(3-methoxybenzyl)-2-((2-(2-morpholinoethoxy)ethoxy)methyl)pyridin-4-amine